7-oxo-1a-phenyl-7,7a-dihydro-1aH-oxireno[2,3-b]chromene-4,6-diyl diacetate C(C)(=O)OC=1C=C(C=2C(C3C(OC2C1)(O3)C3=CC=CC=C3)=O)OC(C)=O